2-octadec-9-enoxyethanol C(CCCCCCCC=CCCCCCCCC)OCCO